CN(C1=C(C(=O)N)C=C(C=C1)/C=N/N(C)C1=NS(C2=C1C=CC=C2)(=O)=O)C 2-(Dimethylamino)-5-[(E)-[(1,1-dioxo-1,2-benzothiazol-3-yl)-methyl-hydrazono]methyl]-benzamid